rac-(1s,2r)-2-(5-fluoro-6-methylpyridin-3-yl)-1-(2-methoxy-5-methylphenyl)-N-(2-methylquinoline-5-sulfonyl)cyclopropane-1-carboxamide FC=1C=C(C=NC1C)[C@@H]1[C@](C1)(C(=O)NS(=O)(=O)C=1C=2C=CC(=NC2C=CC1)C)C1=C(C=CC(=C1)C)OC |r|